3-(3-Chloro-4-fluorophenyl)-1-(1-(7,8-difluoro-1-oxo-1,2-dihydroisoquinolin-4-yl)ethyl)-1-(methyl-d3)urea ClC=1C=C(C=CC1F)NC(N(C([2H])([2H])[2H])C(C)C1=CNC(C2=C(C(=CC=C12)F)F)=O)=O